C(C)(C)(C)OC(=O)NCCOC1=C(CN(C2=NC=3N(C=C2)N=CC3C(=O)OCC)CCC)C=C(C=C1)F ethyl 5-((2-(2-((tert-butoxycarbonyl) amino)ethoxy)-5-fluorobenzyl)(propyl) amino)pyrazolo[1,5-a]pyrimidine-3-carboxylate